N[C@@H]1CN(CC[C@H]1F)C1=NC2=C(N1CC(=O)N1[C@H](CCC1)C#N)C=C(C(=C2)F)F (R)-1-(2-(2-((3R,4R)-3-Amino-4-fluoropiperidin-1-yl)-5,6-difluoro-1H-benzo[d]imidazol-1-yl)acetyl)pyrrolidin-2-carbonitril